(S)-6-(7-(8-chloronaphthalen-1-yl)-2-((1-methylpyrrolidin-2-yl)methoxy)-5,6,7,8-tetrahydropyrido[3,4-d]pyrimidin-4-yl)-6-azaspiro[3.5]nonan-2-ol ClC=1C=CC=C2C=CC=C(C12)N1CC=2N=C(N=C(C2CC1)N1CC2(CC(C2)O)CCC1)OC[C@H]1N(CCC1)C